D,L-theanine N[C@@H](CCC(=O)NCC)C(=O)O |r|